C(C1=CC=CC=C1)OC1=CC=CC2=C1C1=C(CCNCC1)O2 10-(benzyloxy)-2,3,4,5-tetrahydro-1H-benzofuro[2,3-d]azepine